FC=1C=C(C=CC1F)C=1C=NC=C(C1)OC1=CC(=C(C=C1)OC1CCNCC1)[N+](=O)[O-] 3-(3,4-difluorophenyl)-5-(3-nitro-4-(piperidin-4-yloxy)phenoxy)pyridine